2-[(3-fluoropropylamino)methyl]-7-oxo-1-(2-trimethylsilylethoxymethyl)-6H-pyrrolo[2,3-c]pyridine-4-carbonitrile FCCCNCC1=CC2=C(C(NC=C2C#N)=O)N1COCC[Si](C)(C)C